cis-1-(2-(imidazo[1,2-a]pyrimidin-6-yl)thieno[2,3-d]pyrimidin-6-yl)-3-(trifluoromethyl)cyclobutanol N=1C=CN2C1N=CC(=C2)C=2N=CC1=C(N2)SC(=C1)C1(CC(C1)C(F)(F)F)O